C(C)(C)(C)OC(NC[C@H]1CC([C@@H]2OC(O[C@@H]21)(C)C)=O)=O tert-butyl-N-{[(3aR,4R,6aR)-2,2-dimethyl-6-oxo-tetrahydrocyclopenta[d][1,3]dioxol-4-yl]methyl}carbamate